CC1=CC=C(C=C1)S(=O)(=O)O.C1=CC=C(C=C1)COC(=O)CCN beta-alanine benzyl ester p-toluenesulfonate